4-(3,5-dichlorophenyl)-1-(5-(isopropylthio)-4-(1-methyl-1H-pyrazol-4-yl)thiazol-2-yl)-3-methyl-1H-pyrazole-5-carboxylic acid ClC=1C=C(C=C(C1)Cl)C=1C(=NN(C1C(=O)O)C=1SC(=C(N1)C=1C=NN(C1)C)SC(C)C)C